2-Amino-N-[4-fluoro-2-methyl-5-[[5-(1,2,2,2-tetrafluoroethyl)pyridin-2-yl]carbamoyl]phenyl]-1,3-thiazole-5-carboxamide NC=1SC(=CN1)C(=O)NC1=C(C=C(C(=C1)C(NC1=NC=C(C=C1)C(C(F)(F)F)F)=O)F)C